NC1CC(CC(C1)C)C 1-amino-3,5-dimethyl-cyclohexane